N=1N(N=CC1)C1=C(C=C(C=N1)NC(C=1C=NC=C(C1)C1=C(C=CC=C1)C#N)=O)C(F)(F)F N-(6-(2H-1,2,3-triazol-2-yl)-5-(trifluoromethyl)pyridin-3-yl)-5-(2-cyanophenyl)-3-picolinamide